2-(tert-butoxycarbonylamino)ethyl-4-[5-[3-[2-(4-tert-butoxy-4-oxo-butanoyl)-4-fluoro-6-methoxy-isoindolin-5-yl]oxypropoxy]-4-fluoro-6-methoxy-benzothiophen-2-yl]-4-oxo-butanoate C(C)(C)(C)OC(=O)NCCOC(CCC(=O)C=1SC2=C(C1)C(=C(C(=C2)OC)OCCCOC=2C(=C1CN(CC1=CC2OC)C(CCC(=O)OC(C)(C)C)=O)F)F)=O